1,1,1-trifluoro-2-(3-(6-(((3S,4S)-4-fluoropiperidin-3-yl)amino)pyridin-2-yl)-7-methoxyimidazo[1,2-a]pyridin-6-yl)propan-2-ol FC(C(C)(O)C=1C(=CC=2N(C1)C(=CN2)C2=NC(=CC=C2)N[C@H]2CNCC[C@@H]2F)OC)(F)F